O=C1N(CC2=C(C=CC=C12)NCC1=CC=CC=C1)C1C(NC(CC1)=O)=O 3-{1-oxo-4-(benzylamino)isoindolin-2-yl}piperidine-2,6-dione